FC1=CC2=C(OCCCN2C2=NC=C(C(=N2)C(=O)OCC)N(C(C(C2=CC=CC=C2)C2=CC=CC=C2)=O)C)C=C1 ethyl 2-(7-fluoro-3,4-dihydrobenzo[b][1,4]oxazepine-5(2H)-yl)-5-(N-methyl-2,2-diphenylacetamido)pyrimidine-4-carboxylate